6-oxa-3-aza-bicyclo[3.2.1]Octane hydrochloride Cl.C12CNCC(OC1)C2